2-oxo-2,5-dihydrofuran-3-yl methanesulfonate CS(=O)(=O)OC=1C(OCC1)=O